(1-(((benzyloxy)carbonyl)piperidin-4-yl)methyl)piperazine-1-carboxylate C(C1=CC=CC=C1)OC(=O)N1CCC(CC1)COC(=O)N1CCNCC1